NCCN1CC(N(CCC1CCC1=CC=CC=C1)[C@@H](C(=O)NCC1=CC(=C(C=C1)Cl)Cl)CC(C)C)=O (2R)-2-(4-(2-aminoethyl)-2-oxo-5-phenethyl-1,4-diazepan-1-yl)-N-(3,4-dichlorobenzyl)-4-methylpentanamide